C=C1C(C=CC=C1)[N-]C1=CC=CC=C1 methylene-bisphenylamide